3-(perfluorohexyl)-1,2-epoxypropane FC(C(C(C(C(C(F)(F)F)(F)F)(F)F)(F)F)(F)F)(CC1CO1)F